NC=1C=C(C(=O)OC)C=CC1NC(C)C methyl 3-amino-4-(isopropylamino)benzoate